N-methyl-1-(2'-methyl-4'H,6'H-spiro[cyclopropane-1,7'-thieno[3,2-c]pyran]-4'-yl)methylamine CNCC1OCC2(C3=C1C=C(S3)C)CC2